O=C1N(CC2=C3C(=CC=C12)C1(CCNCC1)OC3)C3C(NC(CC3)=O)=O 3-(6-oxo-6,8-dihydrospiro[furo[3,4-e]isoindole-3,4'-piperidin]-7(1H)-yl)piperidine-2,6-dion